1-tert-butyl-3-[5-cyclopropyl-4-[5-(4-piperidyl)pyrimidin-2-yl]isoxazol-3-yl]pyrazolo[3,4-d]pyrimidin-4-amine C(C)(C)(C)N1N=C(C=2C1=NC=NC2N)C2=NOC(=C2C2=NC=C(C=N2)C2CCNCC2)C2CC2